8-(1-bromoethyl)-3,6-dimethyl-2-(2-methylindazol-5-yl)chromen-4-one BrC(C)C=1C=C(C=C2C(C(=C(OC12)C1=CC2=CN(N=C2C=C1)C)C)=O)C